O1C(OCC1)CC[C@@H](C(C)C)N1CC(C1)C=1C=C(C=2N(C1)C(=NC2F)C)C2=C(C(=O)N(C(C)C)CC)C=C(C=C2)F 2-(6-{1-[(3S)-1-(1,3-dioxolan-2-yl)-4-methylpentan-3-yl]azetidin-3-yl}-1-fluoro-3-methylimidazo[1,5-a]pyridin-8-yl)-N-ethyl-5-fluoro-N-(isopropyl)benzamide